1-(4-methoxybenzyl)-1,3,5-triazine-2,4-dione COC1=CC=C(CN2C(NC(N=C2)=O)=O)C=C1